NC[C@H]1[C@@H](C1)C(=O)NC=1N=CC2=C(N=C(C=C2C1)C=1C=NC=CC1C)N |r| (±)-trans-2-(aminomethyl)-N-[8-amino-6-(4-methyl-3-pyridyl)-2,7-naphthyridin-3-yl]Cyclopropanecarboxamide